[N+](=O)([O-])C1=CN=C(S1)NC(C1=C(C=CC=C1)S(N)(=O)=O)=O N-(5-Nitrothiazol-2-yl)-2-sulfamoylbenzamide